BrC1=C(C=C2C=C(N=CC2=C1)OCCC(C)(C)O)C(F)(F)P(OCC)(OCC)=O diethyl ((7-bromo-3-(3-hydroxy-3-methylbutoxy)isoquinolin-6-yl)difluoromethyl)phosphonate